C(C1=CC=CC=C1)O[C@@H]([C@@H](C(N1CCCC1)=O)NC(=O)C1(N(C(CC1)C)C(=O)OC(C)(C)C)CO)C tert-butyl 2-(((2S,3R)-3-(benzyloxy)-1-oxo-1-(pyrrolidin-1-yl) butan-2-yl) carbamoyl)-2-(hydroxymethyl)-5-methylpyrrolidine-1-carboxylate